(4aR,8aS)-6-(5-(2-chlorophenoxy)-3,3a,4,5,6,6a-hexahydro-1H-cyclopenta[c]pyrrole-2-carbonyl)-4,4a,5,7,8,8a-hexahydropyrido[4,3-b][1,4]oxazin-3-one ClC1=C(OC2CC3C(CN(C3)C(=O)N3C[C@@H]4[C@@H](OCC(N4)=O)CC3)C2)C=CC=C1